CNC=1N=CC(=C2C=C(N=CC12)NC(=O)C1CC1)C(=C)C1=CC=C(C=C1)N1C[C@@H](OCC1)C (S)-N-(8-(methylamino)-5-(1-(4-(2-methylmorpholino)phenyl)vinyl)-2,7-naphthyridin-3-yl)cyclopropanecarboxamide